COCCOCCN1N=C(C(=C1)NC(=O)C=1N=C(SC1)C=1C=NNC1)C1=NC=CC=C1 N-(1-(2-(2-methoxyethoxy)ethyl)-3-(pyridin-2-yl)-1H-pyrazol-4-yl)-2-(1H-pyrazol-4-yl)thiazole-4-carboxamide